C(C=C)N(C)CC=C Diallyl-methyl-amine